CS(=O)(=O)OC(C=O)CCOS(=O)(=O)C 2,4-dimethyl-sulfonyloxybutyraldehyde